(3S)-3-(9H-fluoren-9-ylmethoxycarbonylamino)-4-[4-(oxetan-3-yl)piperazin-1-yl]-4-oxobutanoic acid C1=CC=CC=2C3=CC=CC=C3C(C12)COC(=O)N[C@@H](CC(=O)O)C(=O)N1CCN(CC1)C1COC1